BrC1=CC(=C(C=C1)N1C2=C(C3=CC=CC=C13)C=CC=N2)N2C1=C(C3=CC=CC=C23)C=CC=N1 9,9'-(4-bromo-1,2-phenylene)bis(9H-pyrido[2,3-b]indole)